BrC1=CC=C2C(COC(C2=C1)(C)C)N(C(OC(C)(C)C)=O)C tert-butyl (7-bromo-1,1-dimethylisochroman-4-yl)(methyl)carbamate